CN1C(C(=CC2=C(C=C(C=C12)OC1CCNCC1)N1CCN(C2=CC(=C(C=C12)C#N)C=1C=NN(C1)C)C)C)=O 4-[1,3-dimethyl-2-oxo-7-(4-piperidyloxy)-5-quinolyl]-1-methyl-7-(1-methylpyrazol-4-yl)-2,3-dihydroquinoxaline-6-carbonitrile